NC1=CC=C(C(=C1C(=O)N(C)C)F)C=1C(=C2C(=NC1)NC[C@]21C[C@H](CC1)N1N=CC(=N1)C)Cl 6-Amino-3-((1R,3S)-4'-chloro-3-(4-methyl-2H-1,2,3-triazol-2-yl)-1',2'-dihydrospiro[cyclopentane-1,3'-pyrrolo[2,3-b]pyridin]-5'-yl)-2-fluoro-N,N-dimethylbenzamide